FC=1C=C2CCC=3N(C2=CC1)N=C(C3I)C3CCN(CC3)C(=O)OC(C)(C)C tert-butyl 4-(7-fluoro-3-iodo-4,5-dihydropyrazolo[1,5-a]quinolin-2-yl)piperidine-1-carboxylate